6-(2,6-difluorophenyl)-4-((5-(morpholin-4-carbonyl)pyridin-2-yl)amino)pyridazine-3-carboxamide FC1=C(C(=CC=C1)F)C1=CC(=C(N=N1)C(=O)N)NC1=NC=C(C=C1)C(=O)N1CCOCC1